CC=1C(=NC(=C(N1)CCC(=O)O)C)CCC(=O)O 3,6-Dimethylpyrazine-2,5-dipropionic acid